Cl.N[C@H](C)C=1C(=C(C=NC1)C=1C=C2CCC(N(C2=CC1)C)=O)Cl |o1:2| 6-[5-((R or S)-1-amino-ethyl)-4-chloro-pyridin-3-yl]-1-methyl-3,4-dihydro-1H-quinolin-2-one hydrochloride